rac-(1S*,2S*)-N-(6-chloropyrimidin-4-yl)-2-(3-fluoro-4-methylpyridin-2-yl)cyclopropane-1-carboxamide ClC1=CC(=NC=N1)NC(=O)[C@@H]1[C@H](C1)C1=NC=CC(=C1F)C |r|